2,2'-pentylidenebis(4-methyl-6-cyclohexylphenol) C(CCCC)(C1=C(C(=CC(=C1)C)C1CCCCC1)O)C1=C(C(=CC(=C1)C)C1CCCCC1)O